C1(CC1)C1=CC=C(C(=N1)NS(=O)(=O)CC)[N+](=O)[O-] N-(6-cyclopropyl-3-nitropyridin-2-yl)ethanesulfonamide